C(C)(=O)OC1=C(C(=CC=C1)OC(C)=O)C1OC2=CC(=C(C(=C2C(C1)=O)O)CC=C(C)C)OC(C)=O Acetic acid 2-(2,6-diacetoxy-phenyl)-5-hydroxy-6-(3-methyl-but-2-enyl)-4-oxo-chroman-7-yl Ester